C(CC)O[NH3+] propoxyammonium